S1C(=NC2=C1CN(C2)C(=O)OC(C)(C)C)C(=O)OCC 5-(tert-butyl) 2-ethyl 4,6-dihydro-5H-pyrrolo[3,4-d]thiazole-2,5-dicarboxylate